C(C)(=O)N1C/C(/NCC1)=C/C=1N=CN(C1C(C)C)CCCN1CCOCC1 (Z)-1-acetyl-3-((5-isopropyl-1-(3-morpholinylpropyl)-1H-imidazol-4-yl)methylene)piperazine